(Cyclopentylsulfamoyl)-4-(8,8,8-trifluorooctylamino)benzoic acid C1(CCCC1)NS(=O)(=O)C1=C(C(=O)O)C=CC(=C1)NCCCCCCCC(F)(F)F